OCC[NH+](CCO)[O-] N,N-bis-(2-hydroxyethyl)-amine oxide